2-((1-(10-methyl-8-oxo-5,8-dihydro-6H-isoquinolino[1,2-b]quinazolin-12-yl)ethyl)amino)benzoic acid CC=1C=C2C(N3C(=NC2=C(C1)C(C)NC1=C(C(=O)O)C=CC=C1)C=1C=CC=CC1CC3)=O